[Fe](Cl)Cl.C(=O)(O)C1=CC=C(C=C1)C=1C2=CC=C(N2)C(=C2C=CC(C(=C3C=CC(=C(C=4C=CC1N4)C4=CC=C(C=C4)C(=O)O)N3)C3=CC=C(C=C3)C(=O)O)=N2)C2=CC=C(C=C2)C(=O)O 5,10,15,20-tetra(4-carboxyphenyl)porphyrin iron chloride